N-[4-(2-{7-aminopyrazolo[1,5-a]pyridin-3-yl}ethynyl)-3-fluoropyridin-2-yl]-5-chloro-2-methoxypyridine-3-sulfonamide NC1=CC=CC=2N1N=CC2C#CC2=C(C(=NC=C2)NS(=O)(=O)C=2C(=NC=C(C2)Cl)OC)F